C(C(C)C)C(=O)C methyl isobutyl keton